FC1=C(C(=C(C=C1OC)OC)F)C1=NC(=C2C=C(N=CC2=C1)N[C@H]1[C@H](COC1)NC(C=C)=O)NCCO N-((3R,4S)-4-((7-(2,6-difluoro-3,5-dimethoxyphenyl)-5-((2-hydroxyethyl)amino)-2,6-naphthyridin-3-yl)amino)tetrahydrofuran-3-yl)acrylamide